3-amino-3-{[1-(cyclohexanecarbonyloxy)propan-2-yl]carbamoyl}propionic acid NC(CC(=O)O)C(NC(COC(=O)C1CCCCC1)C)=O